FC1=C(C=CC=C1F)C(C)=O 1-(2,3-difluorophenyl)ethanone